tert-butyl 3-[{5-carbamoyl-1-[4-(3-fluorophenoxy)phenyl]-4-nitro-1H-pyrazol-3-yl}(2-oxoethyl)amino]azetidine-1-carboxylate C(N)(=O)C1=C(C(=NN1C1=CC=C(C=C1)OC1=CC(=CC=C1)F)N(C1CN(C1)C(=O)OC(C)(C)C)CC=O)[N+](=O)[O-]